4-bromo-1,3-benzothiazole-7-carboxylic acid BrC1=CC=C(C2=C1N=CS2)C(=O)O